C(#N)C1N(CC(C1)(F)F)C(CNC(=O)C1=CC=NC2=CC=C(C=C12)C=C(C)C1=CC=C(C=C1)F)=O N-(2-(2-cyano-4,4-difluoropyrrolidin-1-yl)-2-oxoethyl)-6-(2-(4-fluorophenyl)prop-1-en-1-yl)quinoline-4-carboxamide